FC=C(C(C(F)(F)F)F)F 1,2,3,4,4,4-hexafluoro-1-butene